2-((1-(2-((tert-butyldimethylsilyl)oxy)ethyl)-1H-pyrazol-3-yl)methyl)-6-(phenylsulfonyl)phthalazin-1(2H)-one [Si](C)(C)(C(C)(C)C)OCCN1N=C(C=C1)CN1C(C2=CC=C(C=C2C=N1)S(=O)(=O)C1=CC=CC=C1)=O